C1(CC1)C(=O)NC1=NN2C(C=C(C=C2)C2=C(C=NN2CC)OC[C@H]2CN(CC2)C(=O)OC(C)(C)C)=C1 tert-butyl (R)-3-(((5-(2-(cyclopropanecarboxamido)pyrazolo[1,5-a]pyridin-5-yl)-1-ethyl-1H-pyrazol-4-yl)oxy)methyl)pyrrolidine-1-carboxylate